phenoxyl-propylene glycol tert-butyl-4-[6-(2,6-dioxo-3-piperidyl)-1-methyl-benzimidazol-2-yl]piperazine-1-carboxylate C(C)(C)(C)C1N(CCN(C1)C1=NC2=C(N1C)C=C(C=C2)C2C(NC(CC2)=O)=O)C(=O)O.O(C2=CC=CC=C2)C(C(C)O)O